O-[(5-bromo-3-pyridyl)] N,N-dimethylcarbamothioate CN(C(OC=1C=NC=C(C1)Br)=S)C